N2-(2-methoxy-4-(methyl-sulfonyl)phenyl)-N4-(tetrahydro-2H-pyran-4-yl)-7H-pyrrolo[2,3-d]pyrimidine-2,4-diamine 2,2,2-trifluoroacetate FC(C(=O)O)(F)F.COC1=C(C=CC(=C1)S(=O)(=O)C)NC=1N=C(C2=C(N1)NC=C2)NC2CCOCC2